(2-chloro-4-((3-(3-fluoro-4-methoxyphenyl)imidazo[1,2-a]pyrazin-8-yl)amino)phenyl)(4-(2-(methylamino)ethyl)piperazin-1-yl)methanone ClC1=C(C=CC(=C1)NC=1C=2N(C=CN1)C(=CN2)C2=CC(=C(C=C2)OC)F)C(=O)N2CCN(CC2)CCNC